P(=O)(O)(O)O.NCCNC(CCCCCCCCCCCCCCC)=O N-(2-aminoethyl)palmitoamide phosphate